2-(4-chloro-2,6-dimethylphenyl)ethanol ClC1=CC(=C(C(=C1)C)CCO)C